tri(methyloctyl) phosphate P(=O)(OC(CCCCCCC)C)(OC(CCCCCCC)C)OC(CCCCCCC)C